C(C)C(C(=O)OCCCCCCCCCCCCCCCC)CCCC cetyl (2-ethylhexanoate)